Cl.Cl.CN1CC2(CCC2)C=C(C1)C1=CNC2=NC=CC=C21 3-(6-methyl-6-azaspiro[3.5]non-8-en-8-yl)-1H-pyrrolo[2,3-b]pyridine dihydrochloride